N-(2-ethynyl-thiazol-4-yl)-4-(3'-(3-hydroxyazetidin-1-yl)-[1,1'-biphenyl]-4-yl)piperazine-1-carboxamide C(#C)C=1SC=C(N1)NC(=O)N1CCN(CC1)C1=CC=C(C=C1)C1=CC(=CC=C1)N1CC(C1)O